N(=[N+]=[N-])CCOCCOCCC1(NC(=NC(=N1)N)N)N 2-(2-(2-(2-azidoethoxy)ethoxy)ethyl)-1,3,5-triazine-2,4,6-triamine